2,5,5-trimethyl-2-{[(5-pyrimidinyl)methyl]amino}hexanoic acid CC(C(=O)O)(CCC(C)(C)C)NCC=1C=NC=NC1